2-(Phenylmethylidene)-2,3-dihydro-1-benzofuran-3-one C1(=CC=CC=C1)C=C1OC2=C(C1=O)C=CC=C2